C(C)(C)(C)C1=CC=C(C=C1)C1=NC(=NC(=N1)C1=CC=C(C=C1)C(C)(C)C)C1=CC=C(C=C1)C(C)(C)C 2,4,6-tris(4-(tert-butyl)phenyl)-1,3,5-triazine